6-chloro-1-(2-ethylphenyl)-7-(2-fluoro-6-hydroxyphenyl)-4-((2S)-2-methyl-4-(2-propenoyl)-1-piperazinyl)pyrido[2,3-d]pyrimidin-2(1H)-one ClC1=CC2=C(N(C(N=C2N2[C@H](CN(CC2)C(C=C)=O)C)=O)C2=C(C=CC=C2)CC)N=C1C1=C(C=CC=C1O)F